5'-(difluoromethyl)-2'-methoxy-5-methyl-[1,1'-biphenyl]-2-carboxylic acid FC(C=1C=CC(=C(C1)C=1C(=CC=C(C1)C)C(=O)O)OC)F